N-(2-(chloromethyl)-5-trifluoromethyl-phenyl)-4-methylbenzenesulfonamide ClCC1=C(C=C(C=C1)C(F)(F)F)NS(=O)(=O)C1=CC=C(C=C1)C